tert-butyl 4-oxo-2-(1-phenylcyclopropyl)-3,4,5,7,8,9-hexahydro-6H-pyrimido[5,4-c]azepine-6-carboxylate O=C1NC(=NC2=C1CN(CCC2)C(=O)OC(C)(C)C)C2(CC2)C2=CC=CC=C2